C(C)(C)(C)C1=CC=C(CSC(=C2C(N(C(CC2=O)C2=CC=C(C=C2)C(F)(F)F)C)=O)NC2=CC=C(C=C2)F)C=C1 3-(((4-(tertiary butyl)benzyl)thio)((4-fluorophenyl)amino)methylene)-1-methyl-6-(4-(trifluoromethyl)phenyl)piperidine-2,4-dione